(10S)-N-(4-([1,2,4]triazolo[1,5-a]pyridin-7-ylmethyl)-3-methylphenyl)-8,9,10,11-tetrahydro-7H-6,10-methanopyrimido[4',5':5,6]pyrido[3,2-b][1,4,7]oxadiazonin-4-amine hydrochloride Cl.N=1C=NN2C1C=C(C=C2)CC2=C(C=C(C=C2)NC2=NC=NC1=CC=3OC[C@H]4NCCN(C3N=C12)C4)C